C(C1=CC=CC=C1)(=O)OC[C@H]1O[C@H]([C@@H](C1)OC(C)=O)N1C=2N=C(NC(C2N(C1=O)CCCC)=O)NC(C)=O ((2S,4R,5R)-5-(2-Acetamido-7-butyl-6,8-dioxo-1,6,7,8-tetrahydro-9H-purin-9-yl)-4-acetoxytetrahydrofuran-2-yl)methyl benzoate